tert-butyl 4-{4-[2-(2,6-dioxopiperidin-3-yl)-4-fluoro-1-oxo-3H-isoindol-5-yl]piperazin-1-yl}-3,3-difluoropiperidine-1-carboxylate O=C1NC(CCC1N1C(C2=CC=C(C(=C2C1)F)N1CCN(CC1)C1C(CN(CC1)C(=O)OC(C)(C)C)(F)F)=O)=O